Cl.BrC1=C(C=C(C=C1)CN)Cl (4-bromo-3-chlorophenyl)methanamine hydrochloride